(3-methoxyphenyl)(piperidin-3-yl)methanone hydrochloride Cl.COC=1C=C(C=CC1)C(=O)C1CNCCC1